2-(6-methoxypyridin-3-yl)propanamide COC1=CC=C(C=N1)C(C(=O)N)C